bis(3-carboxyphenoxy)p-terphenyl tert-butyl-4-[5-(4,4,5,5-tetramethyl-1,3,2-dioxaborolan-2-yl)-2-pyridyl]piperazine-1-carboxylate C(C)(C)(C)OC(=O)N1CCN(CC1)C1=NC=C(C=C1)B1OC(C(O1)(C)C)(C)C.C(=O)(O)C=1C=C(OC2=CC=C(C=C2)C2=CC=C(C=C2)C2=CC=C(C=C2)OC2=CC(=CC=C2)C(=O)O)C=CC1